COC(=O)OC(=O)OC Dimethyldicarbonat